1-[3-Fluoro-5-(2-methylamino-ethoxy)-pyridin-2-yl]-7-methoxy-3-methyl-8-(1-methyl-1H-pyrazol-4-yl)-1,3-dihydroimidazo-[4,5-c]quinolin-2-one FC=1C(=NC=C(C1)OCCNC)N1C(N(C=2C=NC=3C=C(C(=CC3C21)C=2C=NN(C2)C)OC)C)=O